CC(C(=O)O[C@H]1[C@@H](OC([C@H](COC([C@@H]1CC1=CC=CC=C1)=O)NC(=O)C1=NC=CC(=C1OCC1=CC2=C(OCO2)C=C1)OC)=O)C)C [(3S,6S,7R,8R)-8-benzyl-3-[[3-(1,3-benzodioxol-5-ylmethoxy)-4-methoxy-pyridine-2-carbonyl] amino]-6-methyl-4,9-dioxo 1,5-dioxonan-7-yl] 2-methylpropanoate